CC=1C2=C(C3=C(N=NN3)C1)C(C(N2)=O)=O 5-methyl-1,6-dihydropyrrolo[3,2-e]benzotriazole-7,8-dione